FC1(CCC2=C1N=C(N=C2C2=CC=C(C=C2)C(CS(=O)(=O)C)NC(OC(C)(C)C)=O)N2[C@H]([C@@H](C2)F)C)F tert-Butyl (1-(4-(7,7-difluoro-2-((2S,3R)-3-fluoro-2-methylazetidin-1-yl)-6,7-dihydro-5H-cyclopenta[d]pyrimidin-4-yl)phenyl)-2-(methylsulfonyl)ethyl)carbamate